CN(C)CC1(CCCC1)CNC(=O)C=1C=CC2=C(CCCCCC2)C1 N-({1-[(dimethylamino)methyl]cyclopentyl}methyl)-5,6,7,8,9,10-hexahydrobenzo[8]annulene-2-carboxamide